2-(2,6-dimethyl-4-(4-(4-(trifluoromethyl)benzyl)piperazin-1-yl)phenoxy)-2-methylpropanoic acid ethyl ester C(C)OC(C(C)(C)OC1=C(C=C(C=C1C)N1CCN(CC1)CC1=CC=C(C=C1)C(F)(F)F)C)=O